o-(N,N-diglycidylamino)toluene C(C1CO1)N(CC1CO1)C1=C(C)C=CC=C1